7-(6-Methoxypyridazin-4-yl)-N-methyl-N-(2,2,6,6-tetramethylpiperidin-4-yl)-5H-isochromeno[3,4-d]thiazol-2-amine COC1=CC(=CN=N1)C=1C=CC2=C(C1)COC=1N=C(SC12)N(C1CC(NC(C1)(C)C)(C)C)C